C(=O)C1=CC(=C(C=C1)B(O)O)C (4-Formyl-2-methylphenyl)boronic acid